2-(((1-Ethylazetidin-3-yl)carbamoyl)oxy)-3-(palmitoyloxy)propyl oleate C(CCCCCCC\C=C/CCCCCCCC)(=O)OCC(COC(CCCCCCCCCCCCCCC)=O)OC(NC1CN(C1)CC)=O